4-cyano-5-(2,6-dichloro-4-(6-(difluoromethyl)-3,5-dioxo-4,5-dihydro-1,2,4-triazin-2(3H)-yl)phenoxy)-N-((1r,3r)-3-hydroxycyclobutyl)-2-methoxybenzenesulfonamide C(#N)C1=CC(=C(C=C1OC1=C(C=C(C=C1Cl)N1N=C(C(NC1=O)=O)C(F)F)Cl)S(=O)(=O)NC1CC(C1)O)OC